3-chloro-N-hydroxy-5-methyl-4-(methylsulfonyl)benzamidine ClC=1C=C(C(=N)NO)C=C(C1S(=O)(=O)C)C